FC1(CCN(CCC1)C1=NC=2CCC(CC2C=C1C(=O)OC)(F)F)F methyl 2-(4,4-difluoroazepan-1-yl)-6,6-difluoro-5,6,7,8-tetrahydroquinoline-3-carboxylate